C1(CCCC1)C=1SC(=CN1)C1=C(C(=O)O)C=C(C=C1)NC(=O)C1(CC1)C1=C(C=C(C=C1)C(F)(F)F)F 2-(2-Cyclopentyl-1,3-thiazol-5-yl)-5-[({1-[2-fluoro-4-(trifluoromethyl)phenyl]cyclopropyl}carbonyl)amino]benzoic acid